C(C)[C@@H]1N(C[C@H](N(C1)C(C)C=1C=C2N=CC=NC2=CC1)CC)C=1C=2C(N(C(C1)=O)CCOC)=CN(N2)CC#N 2-(7-((2S,5R)-2,5-diethyl-4-(1-(quinoxalin-6-yl)ethyl)piperazin-1-yl)-4-(2-methoxyethyl)-5-oxo-4,5-dihydro-2H-pyrazolo[4,3-b]pyridin-2-yl)acetonitrile